N-(3-(1-methyl-6-(trifluoromethyl)-1H-benzo[d]imidazol-5-yl)phenyl)-4-((2,3,5,6-tetrafluoro-4-(hydroxymethyl)phenyl)sulfonamido)benzamide CN1C=NC2=C1C=C(C(=C2)C=2C=C(C=CC2)NC(C2=CC=C(C=C2)NS(=O)(=O)C2=C(C(=C(C(=C2F)F)CO)F)F)=O)C(F)(F)F